CC(C)(C)OC(=O)C(CCCCCCN)C(=O)O boc-8-aminocaprylic acid